1-(3-fluoro-1H-pyrrolo[2,3-b]pyridin-4-yl)ethanol FC1=CNC2=NC=CC(=C21)C(C)O